5-(5-amino-2-(1H-benzo[d]imidazol-2-yl)-2,3-dihydro-1H-inden-2-yl)-5,7-diazaspiro[2.5]octan-6-one NC=1C=C2CC(CC2=CC1)(C1=NC2=C(N1)C=CC=C2)N2CC1(CC1)CNC2=O